BrCC1=C(C(=C(C=C1)F)Cl)F 1-(bromomethyl)-3-chloro-2,4-difluorobenzene